ClC=1C(=C2C3=C(C(=C4C(=C3NC2=C(C1)[2H])OC1=C4C=C(C=C1[2H])[2H])[2H])[2H])[2H] 3-Chloro-12H-benzofuro[2,3-a]carbazole-1,4,5,6,8,10-d6